COC1=CC=C(C=C1)/C=C/CO (E)-3-(4-methoxyphenyl)prop-2-en-1-ol